N-((1R,3r,5S,6r)-3-(6-chloro-1H-indazol-4-yl)-3-hydroxybicyclo[3.1.0]hexan-6-yl)-2-(trifluoromethyl)isonicotinamide ClC1=CC(=C2C=NNC2=C1)C1(C[C@H]2C([C@H]2C1)NC(C1=CC(=NC=C1)C(F)(F)F)=O)O